CC(=C)C(OC(C)=O)OC(C)=O 2-methyl-3,3-diacetoxypropylene